(R)-1-(1-acryloylpyrrolidin-3-yl)-3-(4-((4-(trifluoromethyl)benzyl)oxy)phenyl)-1H-imidazo[4,5-c]pyridin-2(3H)-one C(C=C)(=O)N1C[C@@H](CC1)N1C(N(C=2C=NC=CC21)C2=CC=C(C=C2)OCC2=CC=C(C=C2)C(F)(F)F)=O